5-[(9H-fluoren-9-ylmethoxy)carbonyl]-5-azaspiro[2.4]heptane-1-carboxylic acid C1=CC=CC=2C3=CC=CC=C3C(C12)COC(=O)N1CC2(CC2C(=O)O)CC1